N1(N=CC=C1)C1=CC=C(C=C1)C(O)C1=CC=C(C=C1)N1N=CC=C1 bis(4-(1H-pyrazol-1-yl)phenyl)methanol